1-[3-(1-hydroxyethyl)-6-[6-[(6-methyl-3-pyridinyl)amino]-5-(2-morpholinoethoxy)benzimidazol-1-yl]-2-pyridinyl]-5-methyl-pyrazole-3-carbonitrile OC(C)C=1C(=NC(=CC1)N1C=NC2=C1C=C(C(=C2)OCCN2CCOCC2)NC=2C=NC(=CC2)C)N2N=C(C=C2C)C#N